NC1=NC=C(C2=C1C(=NN2C)C2=CC(=C(C=C2)NS(=O)(=O)C(F)F)O[C@H](COC)C2=CC=C(C=C2)F)C=2C=NN(C2)C2CCOCC2 (S)-N-(4-(4-amino-1-methyl-7-(1-(tetrahydro-2H-pyran-4-yl)-1H-pyrazol-4-yl)-1H-pyrazolo[4,3-c]pyridin-3-yl)-2-(1-(4-fluorophenyl)-2-methoxyethoxy)phenyl)-1,1-difluoromethanesulfonamide